3,3'-nonamethylenebis(5-amino-1H-1,2,4-triazole) NC1=NC(=NN1)CCCCCCCCCC1=NNC(=N1)N